O=C1CC2(CCN(C2)C(=O)OC(C)(C)C)CCN1C=1C=NC(=CC1)C(F)(F)F tert-butyl 7-oxo-8-(6-(trifluoromethyl)pyridin-3-yl)-2,8-diazaspiro[4.5]decane-2-carboxylate